7-azabicyclo[2.2.1]heptane hydrochloride Cl.C12CCC(CC1)N2